NC=1C=C(C=CC1C)N1N=C(C(=C1)C1=CC(=C(C(=O)N)C=C1)OC)F 4-(1-(3-amino-4-methylphenyl)-3-fluoro-1H-pyrazol-4-yl)-2-methoxybenzamide